[C@@H]1([C@H](O)[C@H](O)[C@@H](CO)O1)N1C(=O)N=C(N)N=C1 5-AzaCytidine